2,2'-bithiophene-5,5'-dicarboxaldehyde S1C(=CC=C1C=O)C=1SC(=CC1)C=O